3-methyl-5-ethyl-4-methoxypyridine CC=1C=NC=C(C1OC)CC